C=C(C(=O)[O-])CC1=CC(=C(C(=C1)C(C)(C)C)O)C(C)(C)C methylene(3,5-ditert-butyl-4-hydroxy-hydrocinnamate)